methyl 7-fluoro-4-((4-methoxybenzyl)amino)-3-methylisoxazolo[4,5-c]quinoline-8-carboxylate FC=1C(=CC=2C3=C(C(=NC2C1)NCC1=CC=C(C=C1)OC)C(=NO3)C)C(=O)OC